dichloro-di-tert-butyl-(4-dimethylaminophenyl)palladium (II) phosphate P(=O)([O-])([O-])[O-].ClC(C(C)(C)[Pd-](C1=CC=C(C=C1)N(C)C)C(C)(C)C)Cl